4-Hydroxy-4'-butyloxy-chalcone OC1=CC=C(C=C1)\C=C\C(=O)C1=CC=C(C=C1)OCCCC